C(C)C=1C(=CC2=C(N(C(N2)=O)[C@H]2CN(CCC2)C2COCCC2)C1)C=1C=C(C=2N(C1)N=CN2)OC 6-ethyl-5-(8-methoxy-[1,2,4]triazolo[1,5-a]pyridin-6-yl)-1-((3R)-1-(tetrahydro-2H-pyran-3-yl)piperidin-3-yl)-1,3-dihydro-2H-benzo[d]imidazol-2-one